C(C1=CC=CC=C1)OC[C@H]1N(S(OC1)=O)C(=O)OC(C)(C)C tert-Butyl (4R)-4-(benzyloxymethyl)-2-oxo-oxathiazolidine-3-carboxylate